CC(C=C)(C(=O)O)O vinyllactic acid